FC1=C(C(=C2C=CN(C2=C1F)S(=O)(=O)C1=CC=C(C=C1)C)S(=O)(=N)C)OC=1C=CC(=C(C#N)C1)F 5-[6,7-difluoro-4-(methylsulfonimidoyl)-1-(p-tolylsulfonyl)indol-5-yl]oxy-2-fluoro-benzonitrile